N-(2-(3,3-dimethylazetidin-1-yl)ethyl)-4-fluoro-3-((1-methyl-6-((1-methyl-1H-pyrazol-4-yl)amino)-1H-pyrazolo[3,4-d]pyrimidin-3-yl)amino)benzamide CC1(CN(C1)CCNC(C1=CC(=C(C=C1)F)NC1=NN(C2=NC(=NC=C21)NC=2C=NN(C2)C)C)=O)C